(2s,3s,4r,5r)-5-(2-(5-cyclopropylpyridin-3-yl)-6-((methyl-d3)amino)-9H-purin-9-yl)-3,4-dihydroxy-N-(methyl-d3)-tetrahydrofuran-2-carboxamide C1(CC1)C=1C=C(C=NC1)C1=NC(=C2N=CN(C2=N1)[C@H]1[C@@H]([C@@H]([C@H](O1)C(=O)NC([2H])([2H])[2H])O)O)NC([2H])([2H])[2H]